2-(3-aminotetrahydropyran-4-yl)-3-bromo-5-chloro-N-(2-thienylmethyl)thieno[3,2-b]pyridin-7-amine NC1COCCC1C1=C(C2=NC(=CC(=C2S1)NCC=1SC=CC1)Cl)Br